C(C)(C)(C)C1=CC(=NO1)NC(=O)NC1=CC=C(C=C1)N1C(=NC(=C1)C1=CC=C(C=C1)OCCN1CCOCC1)SC 1-(5-(tert-butyl)isoxazol-3-yl)-3-(4-(2-(methylthio)-4-(4-(2-morpholinoethoxy)phenyl)-1H-imidazol-1-yl)phenyl)urea